4-(2-methoxyphenyl)-6-methyl-N-(5-(1-methyl-1H-1,2,3-triazole-5-carbonyl)-5,6-dihydro-4H-pyrrolo[3,4-d]thiazol-2-yl)nicotinamide COC1=C(C=CC=C1)C1=CC(=NC=C1C(=O)NC=1SC2=C(N1)CN(C2)C(=O)C2=CN=NN2C)C